2-(2-Bromo-5-cyanobenzoyl)-N-methylhydrazine-1-thiocarboxamide BrC1=C(C(=O)NNC(NC)=S)C=C(C=C1)C#N